Bis[2-(1-methylpyrrolidinium-1-yl) ethyl] ether C[N+]1(CCCC1)CCOCC[N+]1(CCCC1)C